(butyryl)benzenesulfonamide C(CCC)(=O)C1=C(C=CC=C1)S(=O)(=O)N